2-methyl-N-(4-phenylbutylidene)propane-2-sulfinamide CC(C)(C)S(=O)N=CCCCC1=CC=CC=C1